1-(6-nitro-3-pyridyl)piperidin-3-amine [N+](=O)([O-])C1=CC=C(C=N1)N1CC(CCC1)N